2-(3-oxo-2,3-dihydro-1H-cyclopenta[b]naphthalene-1-ylidene)malononitrile O=C1CC(C2=CC3=CC=CC=C3C=C21)=C(C#N)C#N